[2-[(3-cyano-2-pyridinyl)sulfanyl]-2-phenyl-ethyl]malononitrile C(#N)C=1C(=NC=CC1)SC(CC(C#N)C#N)C1=CC=CC=C1